4H,6H,7H-pyrano[3,4-d][1,2]oxazol O1N=CC2=C1CCOC2